6-(4-(trifluoromethyl)phenyl)nicotinic acid methyl ester COC(C1=CN=C(C=C1)C1=CC=C(C=C1)C(F)(F)F)=O